methyl 3-iodo-1H-pyrazolo[3,4-b]pyridine-4-carboxylate IC1=NNC=2N=CC=C(C21)C(=O)OC